(1S,2R,3S)-N-(8-amino-6-(5-amino-4-methylpyridin-3-yl)-7-fluoroisoquinolin-3-yl)-2-methyl-3-(1-methyl-1H-pyrazol-4-yl)cyclopropane-1-carboxamide NC=1C(=C(C=C2C=C(N=CC12)NC(=O)[C@H]1[C@@H]([C@@H]1C=1C=NN(C1)C)C)C=1C=NC=C(C1C)N)F